COC1=CC=C(C=C1)CN(C1=CC(=C(C(=N1)C1=CC(CCC1C)=O)C(F)(F)F)C)CC1=CC=C(C=C1)OC 3-[6-[bis[(4-methoxyphenyl)methyl]amino]-4-methyl-3-(trifluoromethyl)-2-pyridinyl]-4-methyl-cyclohex-2-en-1-one